1,3,5-trimethyl-cyclohexane CC1CC(CC(C1)C)C